2-(1,1-dimethylethyl)-cyclohexanol CC(C)(C)C1C(CCCC1)O